N-(2-(1H-indol-3-yl)ethyl)-N-ethyl-2-methylpropan-1-amine N1C=C(C2=CC=CC=C12)CCN(CC(C)C)CC